ClC1=C2C(=NC(=C1)C)NC(=C2)C(=O)NC2CCC[Si](CCC2)(C)C 4-chloro-N-(1,1-dimethylsilacyclooctan-5-yl)-6-methyl-1H-pyrrolo[2,3-b]pyridine-2-carboxamide